(1R,4R)-4-(4-amino-3-(4-phenoxyphenyl)-1H-pyrazolo[3,4-d]pyrimidin-1-yl)cyclohexane-1-ol NC1=C2C(=NC=N1)N(N=C2C2=CC=C(C=C2)OC2=CC=CC=C2)C2CCC(CC2)O